3-(5-bromo-2-((1-hydroxypropan-2-yl)amino)pyrimidin-4-yl)-1H-indole BrC=1C(=NC(=NC1)NC(CO)C)C1=CNC2=CC=CC=C12